COC(C1=CC(=NC=C1C(=C)OCC)Cl)=O 2-chloro-5-(1-ethoxyvinyl)isonicotinic acid methyl ester